CC1=CC(NC2=CC(=C(C=C12)NC(=O)C=1C=C2C(=NC1N1CCOCC1)COC2)C)=O N-(4,7-dimethyl-2-oxo-1H-quinolin-6-yl)-2-morpholino-5,7-dihydrofuro[3,4-b]pyridine-3-carboxamide